11,11-difluoro-3,7-dimethylundec-2,6,10-trien-1-ol FC(=CCCC(=CCCC(=CCO)C)C)F